(4-(5-benzyl-N-((1-ethylpiperidin-4-yl)methyl)isoxazole-3-carboxamido)phenyl)arsonous acid C(C1=CC=CC=C1)C1=CC(=NO1)C(=O)N(CC1CCN(CC1)CC)C1=CC=C(C=C1)[As](O)O